FC=1C(=NC=C(C1)F)CC=1C(C2=CC=CC=C2C(C1CCC)=O)=O ((3,5-difluoropyridin-2-yl)methyl)-3-propylnaphthalene-1,4-dione